ClC=1C(=CC(=C(C1)S(=O)(=O)NC=1SC=CN1)F)NCCC1N(CCCC1)O 5-chloro-2-fluoro-4-((2-(1-hydroxypiperidin-2-yl)ethyl)amino)-N-(thiazol-2-yl)benzenesulfonamide